1-(2-chloro-3,5-dimethoxymethylphenyl)-3-(quinolin-3-yl)-(2E)-2-propen-1-one ClC1=C(C=C(C=C1COC)COC)C(\C=C\C=1C=NC2=CC=CC=C2C1)=O